dodecyl-(methyl)diethoxysilane C(CCCCCCCCCCC)[Si](OCC)(OCC)C